CN(S(=O)(=O)N[C@@H]1CC[C@H](OC1)CN1CCC2(CN(C2)C2=NC=NC=C2OC2=C(C(=O)[O-])C=C(C=C2)F)CC1)C.[Li+] lithium 2-((4-(7-(((2s,5r)-5-((N,N-dimethylsulfamoyl) amino) tetrahydro-2H-pyran-2-yl) methyl)-2,7-diazaspiro[3.5]non-2-yl) pyrimidin-5-yl) oxy)-5-fluorobenzoate